Cl.Cl.N1=CN=C(C2=C1C=CS2)N thieno[3,2-d]pyrimidin-4-amine dihydrochloride